FC(C(=O)O)(F)F.NCC(CN1N=NN(C1=O)CC1=CC=C(S1)C=1C=C2CCC(N(C2=CC1)C)=O)=C(F)F 6-[5-[[4-[2-(aminomethyl)-3,3-difluoro-allyl]-5-oxo-tetrazol-1-yl]methyl]-2-thienyl]-1-methyl-3,4-dihydroquinolin-2-one trifluoroacetate